BrC1=NN2C(N=C(C=C2NCC2(CC(CC2)=O)C=2C=NC=CC2)C(F)(F)F)=C1 3-(((2-bromo-5-(trifluoromethyl)pyrazolo[1,5-a]pyrimidin-7-yl)amino)methyl)-3-(pyridin-3-yl)cyclopentan-1-one